2-(2-chlorophenyl)-N-(2-(4-chlorophenyl)-7-sulfamoyl-1H-benzo[d]imidazol-5-yl)acetamide ClC1=C(C=CC=C1)CC(=O)NC1=CC2=C(NC(=N2)C2=CC=C(C=C2)Cl)C(=C1)S(N)(=O)=O